2-[1-(2,2-difluoroethyl)-1H-pyrazolo[3,4-b]pyrazin-6-yl]-6-[5-(trifluoromethyl)pyridin-3-yl]-2,6-diazaspiro[3.4]octane FC(CN1N=CC=2C1=NC(=CN2)N2CC1(C2)CN(CC1)C=1C=NC=C(C1)C(F)(F)F)F